FC1=CC=C(OCC(=O)N(CC=2SC=CC2)C2=CC=NN2)C=C1 2-(4-fluorophenoxy)-N-(1H-pyrazol-5-yl)-N-(thiophen-2-ylmethyl)acetamide